2-((4-((S)-2-(4-chloro-2-fluorophenyl)-2-methylbenzo[d][1,3]dioxol-4-yl)piperidin-1-yl)methyl)-1-(((S)-oxetan-2-yl)methyl)-1H-imidazole-4-carbaldehyde ClC1=CC(=C(C=C1)[C@@]1(OC2=C(O1)C=CC=C2C2CCN(CC2)CC=2N(C=C(N2)C=O)C[C@H]2OCC2)C)F